(1R,2S)-1-((R)-1-(5-(benzyloxy)-4-oxo-1-((2-(trimethylsilyl)ethoxy)methyl)-1,4-dihydropyridazine-3-carbonyl)pyrrolidin-2-yl)-2-(4-chlorophenyl)-2-(3-fluorophenyl)ethyl methanesulfonate CS(=O)(=O)O[C@H]([C@H](C1=CC(=CC=C1)F)C1=CC=C(C=C1)Cl)[C@@H]1N(CCC1)C(=O)C1=NN(C=C(C1=O)OCC1=CC=CC=C1)COCC[Si](C)(C)C